FC=1C=CC(=C(C1)N(C(CC)=O)C(C)C)C=1C=2N(C=C(C1)N1CCN(CC1)C(=O)[C@H]1NC3CCC1CC3)C(=NC2)C N-[5-Fluoro-2-(3-methyl-6-{4-[(1R,3S,4S)-2-azabicyclo[2.2.2]octane-3-carbonyl]piperazin-1-yl}imidazo[1,5-a]pyridin-8-yl)phenyl]-N-(isopropyl)propanamide